BrC1=C(C=C(NC2=NC=C(C(=N2)NC2COCCC2C#N)C)C=C1C#N)CO[Si](C)(C)C(C)(C)C 3-[[2-[4-bromo-3-[[tert-butyl(dimethyl)silyl]oxymethyl]-5-cyano-anilino]-5-methyl-pyrimidin-4-yl]amino]tetrahydropyran-4-carbonitrile